dimethylphosphin CPC